4-(3-amino-4-methoxyphenyl)-2-(N,N-bis-tert-butoxycarbonylamino)-1H-imidazole NC=1C=C(C=CC1OC)C=1N=C(NC1)N(C(=O)OC(C)(C)C)C(=O)OC(C)(C)C